C(C)(C)(C)OC(=O)N1CCC(CC1)C1=NC(=CC=C1)N 4-(6-aminopyridin-2-yl)piperidine-1-carboxylic acid tert-butyl ester